COC1=C(C=CC(=C1C2=C(C=CC(=C2OC)Cl)P(C3=CC=CC=C3)C4=CC=CC=C4)P(C5=CC=CC=C5)C6=CC=CC=C6)Cl (R)-(5,5'-dichloro-6,6'-dimethoxy-[1,1'-biphenyl]-2,2'-diyl)bis(diphenylphosphine)